COC1C2C3CC(CC3=C(C1)C2)C=O 5-methoxyhexahydro-4,7-methanoindene-2-carbaldehyde